O1[C@H](C1)CN1C(C2=CC=CC=C2C1=O)=O 2-[[(2S)-oxiran-2-yl]methyl]isoindoline-1,3-dione